2-Boc-amino-bromomethylbenzene C(=O)(OC(C)(C)C)C1=C(C=CC=C1N)CBr